6-(6-fluoro-2-methyl-quinazolin-4-yl)-N-(2-fluoro-3-pyridyl)-7,8-dihydro-5H-1,6-naphthyridin-3-amine FC=1C=C2C(=NC(=NC2=CC1)C)N1CC=2C=C(C=NC2CC1)NC=1C(=NC=CC1)F